ClC1=C(C=CC(=C1)OCC=1C(=NOC1C1CC1)C1=C(C=C(C=C1Cl)F)Cl)C1(CN(C1)C1=NC=C(C(=O)O)C=C1F)O 6-(3-(2-chloro-4-((5-cyclopropyl-3-(2,6-dichloro-4-fluorophenyl)isoxazol-4-yl)methoxy)phenyl)-3-hydroxyazetidin-1-yl)-5-fluoronicotinic acid